Cl.FC=1C=C2C(=NC1)NC=C2N 5-fluoro-1H-pyrrolo[2,3-b]pyridin-3-amine hydrogen chloride